Ruthenium tetrafluoroborate F[B-](F)(F)F.[Ru+3].F[B-](F)(F)F.F[B-](F)(F)F